5-[2-(3-Benzyloxyphenyl)-1-hydroxyethyl]-1,3-oxazol-2(3H)-one C(C1=CC=CC=C1)OC=1C=C(C=CC1)CC(O)C1=CNC(O1)=O